(S)-N-((3-bromo-5-fluoropyridin-4-yl)methylene)-2-methylpropane-2-sulfinamide BrC=1C=NC=C(C1C=N[S@@](=O)C(C)(C)C)F